C(C)(=O)NC1=CC(=C(C=N1)C1=NC=C(C=C1)OCCOC)NC(OC(C)(C)C)=O tert-butyl (6'-acetamido-5-(2-methoxyethoxy)-[2,3'-bipyridin]-4'-yl)carbamate